COC(=O)C=1C=2C=NN(C2C=C(C1)Cl)C1OCCCC1 6-chloro-1-(tetrahydro-2H-pyran-2-yl)-1H-indazole-4-carboxylic acid methyl ester